6-(3-(Dimethylamino)phenyl)-2-ethylphthalazin-1(2H)-one CN(C=1C=C(C=CC1)C=1C=C2C=NN(C(C2=CC1)=O)CC)C